OCCN1CCN(CC1)C(=O)C1=CC2=CC=CC=C2C=C1C 2-(4-(2-hydroxyethyl)piperazine-1-carbonyl)-3-methylnaphthalene